pentabutyl-guanidine C(CCC)N(C(N(CCCC)CCCC)=NCCCC)CCCC